(1S,3S,5S)-2-tert-butoxycarbonyl-2-azabicyclo[3.1.0]hexane-3-carboxylic acid C(C)(C)(C)OC(=O)N1[C@H]2C[C@H]2C[C@H]1C(=O)O